BrC(C(=O)NCC1=CC=C(NC2CN(C2)C(=O)OC(C)(C)C)C=C1)C tert-butyl 3-[4-[(2-bromopropanoylamino)methyl]anilino]azetidine-1-carboxylate